3-(4-fluorophenyl)-1-methyl-4-(pyridin-4-yl)-1H-pyrrole-2-carboxamide FC1=CC=C(C=C1)C1=C(N(C=C1C1=CC=NC=C1)C)C(=O)N